N=1ON=C2C1C=CC(=C2)C=2C=NC(=NC2)C=2C=CC(=C(C#N)C2)NC(C)C 5-(5-(benzo[c][1,2,5]oxadiazol-5-yl)pyrimidin-2-yl)-2-(isopropyl-amino)benzonitrile